tert-butyl 4-(5-(1-(4-fluorophenyl)-2-hydroxy ethyl)pyrimidin-2-yl)piperazine-1-carboxylate FC1=CC=C(C=C1)C(CO)C=1C=NC(=NC1)N1CCN(CC1)C(=O)OC(C)(C)C